CC1=CC=C2CCO[C@@H](C2=C1)C1CNC1 (R)-3-(7-methylisochroman-1-yl)azetidine